C(C1=CC=CC=C1)NCC[C@H](CSC1=CC=CC=C1)NC1=C(C=C(C=C1)S(=O)(=O)N)S(=O)(=O)C(F)(F)F (R)-4-((4-(benzylamino)-1-(phenylsulfanyl)butan-2-yl)amino)-3-((trifluoromethyl)sulfonyl)benzenesulfonamide